7-(3-bromophenyl)-7H-cyclopenta[b]pyridin-7-ol BrC=1C=C(C=CC1)C1(C=CC=2C1=NC=CC2)O